(S)-2-(tert-butyldimethylsilyloxy)propionic acid [Si](C)(C)(C(C)(C)C)O[C@H](C(=O)O)C